4-(2-(pyridin-3-yl)thiazol-5-yl)phenyl 3-chlorobenzenesulfonate ClC=1C=C(C=CC1)S(=O)(=O)OC1=CC=C(C=C1)C1=CN=C(S1)C=1C=NC=CC1